C(C)OC[C@@]1(N2CCC(C1=O)(CC2)C)CO (2S)-2-(ethoxymethyl)-2-(hydroxymethyl)-4-methyl-1-azabicyclo[2.2.2]octan-3-one